ICCCCCCCCCCCCCCC=CCCOCOCOCCC=CCCCCCCCCCCCCCCI 18-iodo-3-octadecenyloxymethyl ether